FC(C(O)C=1C(=NC(=CC1)N1C=NC2=C1C=CC(=C2)NC=2N=NC(=CC2)C)N2N=C(C=C2C)C#N)F 1-[3-(2,2-Difluoro-1-hydroxy-ethyl)-6-[5-[(6-methylpyridazin-3-yl)amino]benzimidazol-1-yl]-2-pyridinyl]-5-methyl-pyrazole-3-carbonitrile